O=C1NC(CCC1N1C(C2=CC=C(C=C2C1=O)OCCOCCOCCOCCOC1=CC=C(C=C1)C1=NC(=CC(=C1)C1=CC=C(C=C1)C(=O)N)C=1OC=CC1)=O)=O 4-(2-{4-[(11-{[2-(2,6-dioxo-hexahydropyridin-3-yl)-1,3-dioxo-2,3-dihydro-1H-isoindol-5-yl]oxy}-3,6,9-trioxaundec-1-yl)oxy]phenyl}-6-(furan-2-yl)pyridin-4-yl)benzene-1-carboxamide